N-succinimidyl-[N-(2-iodoacetyl)-β-alanyl] propionate C(CC)(=O)OC(CCN(C(CI)=O)N1C(CCC1=O)=O)=O